C(C(C)C)N1CC2C3(NC(C(CC31)C2)=O)C(=O)N isobutyl-5-oxooctahydro-3aH-3,6-methanopyrrolo[3,2-b]pyridine-3a-carboxamide